C(C)(C)(C)OC1=NC=C(C(=N1)N[C@H]1C[C@H]([C@@H](CC1)C)O)C(=O)N 2-(tert-butoxy)-4-(((1R,3R,4R)-3-hydroxy-4-methylcyclohexyl)amino)pyrimidine-5-carboxamide